1-(3-(3-(benzyloxy)-2-chloropropoxy)-1H-pyrazol-1-yl)ethanone C(C1=CC=CC=C1)OCC(COC1=NN(C=C1)C(C)=O)Cl